ethyl 4-(5-(3-((2-(4-ethoxy-4-oxobutanoyl)-5-methoxythieno[2,3-b]pyridin-6-yl) oxy) propoxy)-6-methoxyisoindolin-2-yl)-4-oxobutanoate C(C)OC(CCC(=O)C1=CC=2C(=NC(=C(C2)OC)OCCCOC=2C=C3CN(CC3=CC2OC)C(CCC(=O)OCC)=O)S1)=O